(3S)-3-(2-oxo-3-(4-(5,6,7,8-tetrahydro-1,8-naphthyridin-2-yl)butyl)azetidin-1-yl)-3-(quinolin-3-yl)propionic acid O=C1N(CC1CCCCC1=NC=2NCCCC2C=C1)[C@@H](CC(=O)O)C=1C=NC2=CC=CC=C2C1